8-(4-(Methylsulfonyl)piperazin-1-yl)-1-(3-nitrophenyl)benzo[h][1,6]naphthyridin-2(1H)-one CS(=O)(=O)N1CCN(CC1)C=1C=CC=2C(=NC=C3C=CC(N(C23)C2=CC(=CC=C2)[N+](=O)[O-])=O)C1